triethoxy((4-ethoxy-2-methoxyphenoxy)methyl)silane C(C)O[Si](COC1=C(C=C(C=C1)OCC)OC)(OCC)OCC